[C@@H]1(CCC2=CC=CC=C12)N=C=O (+)-(1S)-indanyl isocyanate